tert-butyl (4S)-4-[(1R)-1-hydroxytritriacontyl]-2,2-dimethyl-oxazolidine-3-carboxylate O[C@H](CCCCCCCCCCCCCCCCCCCCCCCCCCCCCCCC)[C@H]1N(C(OC1)(C)C)C(=O)OC(C)(C)C